BrCCOCCOC=1C=C(C(=CC1)C(=O)OC)C(=O)OC dimethyl 4-[2-(2-bromoethoxy)ethoxy]benzene-1,2-dicarboxylate